FC1=C(OC2=C(C=C(C=C2)NCCCC(=O)OC)C=2C3=C(C(N(C2)C)=O)N(C=C3)S(=O)(=O)C3=CC=C(C)C=C3)C=CC(=C1)F methyl 4-((4-(2,4-difluorophenoxy)-3-(6-methyl-7-oxo-1-tosyl-6,7-dihydro-1H-pyrrolo[2,3-c]pyridin-4-yl)phenyl)amino)butyrate